6-bromo-4-methoxyisoquinolin-1(2H)-one BrC=1C=C2C(=CNC(C2=CC1)=O)OC